C1N(CC12CNC2)C2=C1C(=NC=C2C#N)SC(=C1)CC(F)(F)F 4-(2,6-Diazaspiro[3.3]heptan-2-yl)-2-(2,2,2-trifluoroethyl)thieno[2,3-b]pyridine-5-carbonitrile